3-(4-fluoro-3-nitrophenyl)-6-methylpyridazine FC1=C(C=C(C=C1)C=1N=NC(=CC1)C)[N+](=O)[O-]